C(C1=CC=CC=C1)OC(=O)N[C@H]1CC2C(CN(C1)C(=O)OCC1=CC=CC=C1)C(=NO2)C benzyl (7S)-7-(((benzyloxy)carbonyl)amino)-3-methyl-3a,4,6,7,8,8a-hexahydro-5H-isoxazolo[4,5-c]azepine-5-carboxylate